isopropyl ((S)-(((2R,3R,4R,5R)-5-(2-amino-6-(methylamino)-9H-purin-9-yl)-4-fluoro-3-hydroxy-4-methyltetrahydrofuran-2-yl) methoxy) (phenoxy)phosphoryl)-L-alaninate hemisulfate S(=O)(=O)(O)O.NC1=NC(=C2N=CN(C2=N1)[C@H]1[C@]([C@@H]([C@H](O1)CO[P@](=O)(OC1=CC=CC=C1)N[C@@H](C)C(=O)OC(C)C)O)(C)F)NC.C(C)(C)OC([C@@H](N[P@](=O)(OC[C@H]1O[C@H]([C@@]([C@@H]1O)(F)C)N1C2=NC(=NC(=C2N=C1)NC)N)OC1=CC=CC=C1)C)=O